4-((4-(1-(tert-butyl)-1H-pyrazol-4-yl)pyridin-2-yl)((4-(4-methoxy-3-methylphenyl)bicyclo[2.2.2]octane-1-yl)methyl)carbamoyl)cyclohexyl-3-hydroxyazetidine C(C)(C)(C)N1N=CC(=C1)C1=CC(=NC=C1)N(C(=O)C1CCC(CC1)N1CC(C1)O)CC12CCC(CC1)(CC2)C2=CC(=C(C=C2)OC)C